C1(CCCC1)O[C@@H](CC=1SC=2C(N1)=C(C=CC2)C(=O)O)[C@H](O)C2=CC(=C(C(=C2)OC)C)OC 2-[(2S,3R)-2-(cyclopentoxy)-3-(3,5-dimethoxy-4-methyl-phenyl)-3-hydroxy-propyl]-1,3-benzothiazole-4-carboxylic acid